2-[(2-cyclohexyl-2-methyl-propanoyl)amino]-4-[2-methoxyethyl-[4-(5,6,7,8-tetrahydro-1,8-naphthyridin-2-yl)butyl]amino]butanoic acid C1(CCCCC1)C(C(=O)NC(C(=O)O)CCN(CCCCC1=NC=2NCCCC2C=C1)CCOC)(C)C